C(C)(C)(C)OC(NCCOC1=C(C=C(C=C1)B1OC(C(O1)(C)C)(C)C)CC)=O (2-(2-Ethyl-4-(4,4,5,5-tetramethyl-1,3,2-dioxaborolan-2-yl)phenoxy)Ethyl)carbamic acid tert-butyl ester